[Ti].C(C)(C)(C)N[SiH](NC(C)(C)C)NC(C)(C)C tri(tert-butylamino)silane titanium